CN(CCOC=1C=CC(=C(C(=O)N[C@H](C)C2=CC(=NC3=CC=CC=C23)C=2OC=CC2)C1)C)C (R)-5-(2-(dimethylamino)ethoxy)-N-(1-(2-(furan-2-yl)quinolin-4-yl)ethyl)-2-methylbenzamide